C(C)(=O)N1CCN(CC1)[C@H]1C(=NN(C1)C(=O)N[C@H](C)C=1C=NC(=CC1)C(F)(F)F)C1=CC=C(C=C1)C (R)-4-(4-acetylpiperazin-1-yl)-3-(4-methylphenyl)-N-((R)-1-(6-(trifluoromethyl)pyridin-3-yl)ethyl)-4,5-dihydro-1H-pyrazol-1-carboxamide